(methyl-ethyl-4-methyl-phenyl) propionate C(CC)(=O)OC1=C(C(=C(C=C1)C)C)CC